C1CC12CCN(CC2)C2=NC(=CC=C2C(=O)NC2=NC(=CC=C2)N2CCOCC2)NC(CO)(C)C 2-(6-azaspiro[2.5]oct-6-yl)-6-((2-hydroxy-1,1-dimethylethyl)amino)-N-(6-(4-morpholinyl)-2-pyridinyl)-3-pyridinecarboxamide